4-fluoro-4'-hydroxybenzophenone FC1=CC=C(C(=O)C2=CC=C(C=C2)O)C=C1